1-[3-chloro-5-(2-aminoethylamino)phenyl]-3-(3,5-dibromo-2-hydroxymethylphenyl)urea ClC=1C=C(C=C(C1)NCCN)NC(=O)NC1=C(C(=CC(=C1)Br)Br)CO